C(C)(C)(C)C=1C=C(C=C(C1)C(C)(C)C)NC1=CC(=CC(=C1)C(C)(C)C)C(C)(C)C N,N-bis(3,5-di-tert-butylphenyl)amine